N[C@@H]1[C@@H](OCC12CCN(CC2)C=2N=CC(=NC2CO)SC2=CC=NC1=C2OC[C@H]2N1C[C@H](C2)O)C (6aS,8S)-4-((5-((3S,4S)-4-amino-3-methyl-2-oxa-8-azaspiro[4.5]decan-8-yl)-6-(hydroxymethyl)pyrazin-2-yl)thio)-6a,7,8,9-tetrahydro-6H-pyrido[3,2-b]pyrrolo[1,2-d][1,4]oxazin-8-ol